OC(=O)C(F)(F)F.O1C=NC=C1C(=O)N oxazole-5-carboxamide TFA salt